(2R,3R,4S,5R)-4-[[3-(3,4-difluoro-2-isopropoxy-phenyl)-4,5-dimethyl-5-(trifluoromethyl)tetrahydrofuran-2-carbonyl]amino]pyridine-2-carboxamide FC=1C(=C(C=CC1F)[C@@H]1[C@@H](O[C@]([C@H]1C)(C(F)(F)F)C)C(=O)NC1=CC(=NC=C1)C(=O)N)OC(C)C